FC1=C(C=C2C=CC(N(C2=C1)CC(=O)O)=O)C(F)(F)F 2-(7-fluoro-2-oxo-6-(trifluoromethyl)quinolin-1(2H)-yl)acetic acid